BrC=1C=C(C2=CC=CC=C2C1)C1(CC1)N (3-bromonaphthalen-1-yl)cyclopropanamine